FC1(OC2=C(O1)C=CC(=C2)[C@@H](C)NS(=O)C(C)(C)C)F N-[(1R)-1-(2,2-difluoro-1,3-benzodioxol-5-yl)ethyl]-2-methylpropan-2-sulfinamide